2-[(2-cyclobutylacetyl)amino]-4-[[2-methoxypropyl]-[4-(5,6,7,8-tetrahydro-1,8-naphthyridin-2-yl)butyl]amino]butanoic acid C1(CCC1)CC(=O)NC(C(=O)O)CCN(CCCCC1=NC=2NCCCC2C=C1)CC(C)OC